C(C)C1=NC=C(N1CC)CCCN(CCCC=1N(C(=NC1)CC)CC)CCCC=1N(C(=NC1)CC)CC N,N,N-tris(3-(2,3-diethylimidazolyl)propyl)-amine